NC1=C(C2=C([C@@H]3CCCN3C2=O)N=C1CCC1=CC=C(C=C1)F)C1=CC=C(S1)C(=O)O (S)-5-(3-amino-2-(4-fluorophenethyl)-5-oxo-7,8,9,9a-tetrahydro-5H-pyrido[2,3-a]pyrrolizin-4-yl)thiophene-2-carboxylic acid